N-[(6-Amino-2-pyridyl)sulfonyl]-2-[1-(1-naphthyl)ethylamino]pyridin-3-carboxamid NC1=CC=CC(=N1)S(=O)(=O)NC(=O)C=1C(=NC=CC1)NC(C)C1=CC=CC2=CC=CC=C12